N-((6-methylpyridin-3-yl)methyl)-4-(1-propionylindol-5-yl)benzamide Lithium phosphate salt P(=O)([O-])([O-])[O-].[Li+].CC1=CC=C(C=N1)CNC(C1=CC=C(C=C1)C=1C=C2C=CN(C2=CC1)C(CC)=O)=O.[Li+].[Li+]